FC1=CC(=C(C=C1)C(C)N1C[C@@H](N(C[C@H]1C)C=1C=2C(N(C(C1)=O)C)=CN(N2)CC#N)C)OC(F)(F)F 2-(7-((2S,5R)-4-(1-(4-fluoro-2-(trifluoromethoxy)phenyl)ethyl)-2,5-dimethylpiperazin-1-yl)-4-methyl-5-oxo-4,5-dihydro-2H-pyrazolo[4,3-b]pyridin-2-yl)acetonitrile